4-(4-(3,4-dichlorophenyl)-2-(2-oxa-7-azaspiro[3.5]nonane-7-carbonyl)piperazine-1-carbonyl)quinolin-2(1H)-one ClC=1C=C(C=CC1Cl)N1CC(N(CC1)C(=O)C1=CC(NC2=CC=CC=C12)=O)C(=O)N1CCC2(COC2)CC1